CN[C@H]1[C@@H](CC=CC1)NC |r| rac-trans-N1,N2-dimethylcyclohex-4-ene-1,2-diamine